bicyclo[2.2.1]hept-5-en-2-ylethyltrimethoxysilane C12C(CC(C=C1)C2)CC[Si](OC)(OC)OC